2-bromo-4H,5H,6H,7H-furo[3,2-c]pyridin-4-one BrC1=CC=2C(NCCC2O1)=O